[1,3-bis(2,6-diisopropylphenyl)-4,5-dihydroimidazol-2-ylidene]Nickel (II) C(C)(C)C1=C(C(=CC=C1)C(C)C)N1C(N(CC1)C1=C(C=CC=C1C(C)C)C(C)C)=[Ni]